C(C)(C)(C)OC(=O)N1[C@@H]2CN([C@H](C1)C2)C2=NC=C(C=C2)NS(=O)(=O)C (1S,4S)-5-(5-(methylsulfonylamino)pyridin-2-yl)-2,5-diazabicyclo[2.2.1]Heptane-2-carboxylic acid tert-butyl ester